7-(3-(3-fluorophenyl)-7,8-dihydro-1,6-naphthyridin-6(5H)-yl)-2-(methoxymethyl)-8-methyl-4H-pyrimido[1,2-b]pyridazin-4-one FC=1C=C(C=CC1)C=1C=NC=2CCN(CC2C1)C=1C(=CC=2N(N1)C(C=C(N2)COC)=O)C